C[Si]1(OC(CSC1)=O)C=C 2-methyl-2-ethenyl-1-oxa-4-thia-2-silacyclohexan-6-one